5,6-dioxaspiro[2.4]heptane-4,7-dione C1CC12C(OOC2=O)=O